L-2-amino-4-(methylsulfanyl)butanoic acid N[C@H](C(=O)O)CCSC